FC1=C2C(=NC=NC2=CC=C1N1CCN(CC1)C(=O)OC(C)(C)C)NC1=CC(=C(C=C1)CC1=CC=2N(C=C1)N=CN2)C tert-butyl 4-{5-fluoro-4-[(3-methyl-4-{[1,2,4]triazolo[1,5-a]pyridin-7-ylmethyl}phenyl)amino]quinazolin-6-yl}piperazine-1-carboxylate